(S)-(5-(1-methyl-1H-pyrazol-3-yl)-1,3,4-oxadiazol-2-yl)(4-(6-methylpyrazolo[1,5-a]pyridin-2-yl)-6,7-dihydro-1H-imidazo[4,5-c]pyridin-5(4H)-yl)methanone CN1N=C(C=C1)C1=NN=C(O1)C(=O)N1[C@@H](C2=C(CC1)NC=N2)C2=NN1C(C=CC(=C1)C)=C2